(1's,3R,9'R,16'S,19's)-9'-methyl-8',18'-dioxa-12'-azaspiro[morpholine-3,15'-tetracyclo[17.2.2.02,7.012,16]tricosane] C[C@H]1OC2CCCCC2C2CCC(OC[C@@H]3[C@@]4(CCN3CC1)NCCOC4)CC2